3-(5-(3-hydroxypropyl)-2-methoxybenzamido)-6-(trifluoromethyl)-N-(3-(trifluoromethyl)cyclohexyl)benzo[b]thiophene-2-carboxamide OCCCC=1C=CC(=C(C(=O)NC=2C3=C(SC2C(=O)NC2CC(CCC2)C(F)(F)F)C=C(C=C3)C(F)(F)F)C1)OC